NC1=C(C=C(C=N1)NC(C(=O)N1CC(CCC1C1=CC=CC=C1)C(=O)NC)=O)C 1-(2-((6-amino-5-methylpyridin-3-yl)amino)-2-oxoacetyl)-N-methyl-6-phenylpiperidine-3-carboxamide